7-Methoxy-4-hydroxycoumarin COC1=CC=C2C(=CC(OC2=C1)=O)O